4-butylcyclohexyl fumarate C(\C=C\C(=O)[O-])(=O)OC1CCC(CC1)CCCC